6-amino-2-(4-(3-aminopropyl)piperazin-1-yl)-5-((2,3-dichlorophenyl)thio)-3-methylpyrimidine NC=1C(=CN(C(N1)N1CCN(CC1)CCCN)C)SC1=C(C(=CC=C1)Cl)Cl